CC1OC(CN(C1)C1=CC(=C(C(=O)O)C=C1)OC)C 4-(2,6-dimethylmorpholino)-2-methoxybenzoic acid